ClC1=C(C=C(C(=C1)[N+](=O)[O-])[N+](=O)[O-])Cl 1,2-dichloro-4,5-dinitrobenzene